ClC1=CC(=C(C=C1)C1=NN2C(=NC=3C=CC=CC3C2=N1)N[C@H](C(=O)N)CC)OC(F)F (2S)-2-({2-[4-chloro-2-(difluoromethoxy)phenyl][1,2,4]triazolo[1,5-c]quinazolin-5-yl}amino)butanamide